[Cl-].[Cl-].C1(CCCCC1)=[Zr+2](C1=CC=CC=2C3=CC=CC=C3CC12)C1C=CC=C1 cyclohexylidene(cyclopentadienyl)(fluorenyl)zirconium dichloride